O1NOC2=C1C=CC(=C2)NC2=NC(=NC(=N2)N2CCOCC2)C=2C=CC1=C(N=C(O1)N)C2 5-(4-(benzo[d][1,3]dioxazol-5-ylamino)-6-morpholino-1,3,5-triazin-2-yl)benzo[d]oxazol-2-amine